N1(CCC[C@H]2CCCC[C@H]12)C([C@@H](CNC)N(CC1=C(C=CC=C1)C)C1CC1)=O (2R)-1-[(4aR,8aS)-3,4,4a,5,6,7,8,8a-Octahydro-2H-quinolin-1-yl]-2-[cyclopropyl(o-tolylmethyl)amino]-3-(methylamino)propan-1-one